FC(F)C(COCC(C(F)F)F)F difluoromethylfluoroethyl ether